Methyl(4-oxo-3-(1-(2,2,3,3,3-pentafluoropropyl)-1H-pyrazol-4-yl)-2-(trifluoromethyl)-4H-pyrido[1,2-a]pyrimidin-8-yl)carbamyl fluoride CN(C(=O)F)C1=CC=2N(C(C(=C(N2)C(F)(F)F)C=2C=NN(C2)CC(C(F)(F)F)(F)F)=O)C=C1